(5-(4,4,5,5-tetramethyl-1,3,2-dioxaborolan-2-yl)benzo[d]thiazol-2-yl)methanamine CC1(OB(OC1(C)C)C=1C=CC2=C(N=C(S2)CN)C1)C